N-[(4,5-difluoro-1H-benzimidazol-2-yl)methyl]-2-[rel-(3R,5S)-3,5-dimethylpiperazin-1-yl]-7-(trifluoromethyl)imidazo[2,1-f][1,2,4]triazin-4-amine FC1=C(C=CC=2NC(=NC21)CNC2=NC(=NN1C2=NC=C1C(F)(F)F)N1C[C@H](N[C@H](C1)C)C)F |o1:27,29|